7-(4,7-diazaspiro[2.5]oct-7-yl)-2-(2,8-dimethylimidazo[1,2-b]pyridazin-6-yl)-7-[(3R,5S)-3,5-dimethylpiperazin-1-yl]-9-methyl-pyrido[1,2-a]pyrimidin-4-one C1CC12NCCN(C2)C2(C=C(C=1N(C(C=C(N1)C=1C=C(C=3N(N1)C=C(N3)C)C)=O)C2)C)N2C[C@H](N[C@H](C2)C)C